((tetrahydro-2H-pyran-4-yl)methyl)carbamate O1CCC(CC1)CNC([O-])=O